4-amino-N-(5-((R)-1-aminoethyl)pyridin-3-yl)-1-(4-((R)-1-methoxyethyl)-2,6-dimethylphenyl)-6-oxo-1,6-dihydropyrimidine-5-carboxamide NC=1N=CN(C(C1C(=O)NC=1C=NC=C(C1)[C@@H](C)N)=O)C1=C(C=C(C=C1C)[C@@H](C)OC)C